BrC=1C=C2N(C(=NNC2=O)C(C)C)C1 7-Bromo-4-Isopropyl-2H-Pyrrolo[1,2-d][1,2,4]Triazin-1-One